(R)-2-(3-chlorophenyl)-2,2-difluoro-1-phenylethan-1-ol ClC=1C=C(C=CC1)C([C@H](O)C1=CC=CC=C1)(F)F